ClC1=C(C=C2C(=NC(=NC2=C1SC[C@H](CO)NC(OCC1=CC=CC=C1)=O)O)O)C(F)(F)F (S)-benzyl (1-((7-chloro-2,4-dihydroxy-6-(trifluoromethyl)quinazolin-8-yl)thio)-3-hydroxypropan-2-yl)carbamate